Cl.ClCC1=NC=C(C(=C1C)OC)C 2-chloromethyl-4-methoxy-3,5-dimethylpyridine hydrochloride